4-(4-(7-((2-(2,6-dioxopiperidin-3-yl)-1-oxoisoindolin-4-yl)thio)heptyl)piperazin-1-yl)-3-fluorobenzonitrile O=C1NC(CCC1N1C(C2=CC=CC(=C2C1)SCCCCCCCN1CCN(CC1)C1=C(C=C(C#N)C=C1)F)=O)=O